Tert-butyl (S)-3-(2-oxopent-4-en-1-yl)pyrrolidine-1-carboxylate O=C(C[C@H]1CN(CC1)C(=O)OC(C)(C)C)CC=C